[Ni].[Cu].[As] arsenic copper-nickel